NC1=CC=C(OC2=C(C(=NC=N2)N(C(=O)OC(C)(C)C)C(=O)OC(C)(C)C)F)C=C1 6-(4-aminophenoxy)-5-fluoro-N,N-di-tert-butoxycarbonylpyrimidin-4-amine